CC(CCC(=O)O)CCCC 4-Methylcaprylic acid